(S)-3-(6-chloro-2-(1H-indazol-6-yl)-1H-benzo[d]imidazol-1-yl)-4,4-dimethylpentanoic acid ClC=1C=CC2=C(N(C(=N2)C2=CC=C3C=NNC3=C2)[C@@H](CC(=O)O)C(C)(C)C)C1